C(C)(C)(C)OC(=O)N1CCC(=CC1)C1=NC=CC(=C1F)OCC1=C(C=C(C=C1)Cl)F ((4-chloro-2-fluorobenzyl)oxy)-3-fluoro-3',6'-dihydro-[2,4'-bipyridine]-1'(2'H)-carboxylic acid tert-butyl ester